COC(=O)C1=C2C(=NC(=C1)OC)SC(=N2)N 2-amino-5-methoxythiazolo[5,4-b]pyridine-7-carboxylic acid methyl ester